ClC(C1=NC(=NO1)C1=CC=C(C=C1)NC1=C(C(C1=O)=O)N1CC(CC1)C#N)(F)F 1-(2-((4-(5-(chlorodifluoromethyl)-1,2,4-oxadiazol-3-yl)phenyl)amino)-3,4-dioxocyclobut-1-en-1-yl)pyrrolidine-3-carbonitrile